3,3-Dimethyl-N-[(2E)-1-methylpyridin-2(1H)-ylidene]morpholine-4-carboxamide CC1(N(CCOC1)C(=O)/N=C\1/N(C=CC=C1)C)C